2-amino-5-chloro-6-nitrobenzo[d]thiazole NC=1SC2=C(N1)C=C(C(=C2)[N+](=O)[O-])Cl